2-(6'-bromo-3'-oxospiro[cyclopropane-1,1'-isoindoline]-2'-yl)glutaric acid dimethyl ester COC(C(CCC(=O)OC)N1C2(C3=CC(=CC=C3C1=O)Br)CC2)=O